N-(3-(2'-((4-(4-ethylpiperazin-1-yl)-2-methoxyphenyl)amino)-7'-oxo-5'H-spiro[cyclopropane-1,8'-pyrido[4,3-d]pyrimidine]-6'(7'H)-yl)-4-methylphenyl)-3-(trifluoromethyl)benzamide C(C)N1CCN(CC1)C1=CC(=C(C=C1)NC=1N=CC2=C(N1)C1(C(N(C2)C=2C=C(C=CC2C)NC(C2=CC(=CC=C2)C(F)(F)F)=O)=O)CC1)OC